N-((2,6-dihydroxy-5'-methyl-4-pentyl-1',2',3',4'-tetrahydro-[1,1'-biphenyl]-3-yl)sulfonyl)benzamide OC1=C(C(=CC(=C1S(=O)(=O)NC(C1=CC=CC=C1)=O)CCCCC)O)C1CCCC(=C1)C